C(C(=C)C)(=O)O.COC methyl ether methacrylate